C(C)OC(C(C(=O)[C@@H]1[C@@H](C1)F)=[N+]=[N-])=O |r| rac-ethyl-2-diazo-3-((1R,2R)-2-fluoro-cyclopropyl)-3-oxo-propionic acid